CN(C(C1=CC(=CC=C1)CN(C1CCN(CC1)C(=O)N1CC(C2=NC(=CC=C21)C)(C)C)C)=O)C N,N-dimethyl-3-((methyl(1-(3,3,5-trimethyl-2,3-dihydro-1H-pyrrolo[3,2-b]pyridine-1-carbonyl)piperidin-4-yl)amino)methyl)benzamide